5-methyl-2-((6-methylbenzo[d][1,3]dioxol-5-yl)amino)-8-(tetrahydro-2H-pyran-4-yl)-7,8-dihydropteridin-6(5H)-one CN1C=2C=NC(=NC2N(CC1=O)C1CCOCC1)NC1=CC2=C(OCO2)C=C1C